ClC=1C=C2C(=CN1)N(C=C2)C 5-chloro-1-methyl-1H-pyrrolo[2,3-c]Pyridine